(S)-quinuclidin-3-yl (6-(4-fluorophenyl)-2,2-dimethyl-1,2,3,4-tetrahydronaphthalen-1-yl)carbamate FC1=CC=C(C=C1)C=1C=C2CCC(C(C2=CC1)NC(O[C@@H]1CN2CCC1CC2)=O)(C)C